C(CC=C)NC(C)=O N-(but-3-en-1-yl)acetamide